COC([C@H](O)C1=C(C=CC=C1)Cl)=O (R)-o-chloromandelic acid methyl ester